1-(6,7-dihydro-5H-benzo[6,7]cyclohepta[1,2-c]pyridazin-3-yl)-N3-(7-(pyrrolidin-1-yl)-6,7,8,9-tetrahydro-5H-benzo[7]annulene-1-yl)-1H-1,2,4-triazole-3,5-diamine N1=NC(=CC2=C1C1=C(CCC2)C=CC=C1)N1N=C(N=C1N)NC1=CC=CC2=C1CCC(CC2)N2CCCC2